COC1=C(C(=CC(=C1)C1=CN(C(C2=CN=CC=C12)=O)C)OC)CN1CCN(CC1)C(=O)OCCCC butyl 4-[[2,6-dimethoxy-4-(2-methyl-1-oxo-2,7-naphthyridin-4-yl)phenyl] methyl]piperazine-1-carboxylate